C(CCC(=O)O)(=O)O.NC1=C(C=2C[C@H]3C[C@H](CN([C@@H]3CC2S1)C)C(=O)N(C(=O)NCCN(C)C)CCC)C#N.C(CCC(=O)O)(=O)O.C(CCC(=O)O)(=O)O.NC1=C(C=2C[C@H]3C[C@H](CN([C@@H]3CC2S1)C)C(=O)N(C(=O)NCCN(C)C)CCC)C#N 1-{[(4aR,6R,8aR)-2-amino-3-cyano-8-methyl-4,4a,5,6,7,8,8a,9-octahydrothieno[3,2-g]quinolin-6-yl]carbonyl}-3-[2-(dimethylamino)ethyl]-1-propylurea sesquisuccinate